BrC1=CC2=C(N=C(S2)N(C)C)C=C1 6-bromo-N,N-dimethylbenzothiazol-2-amine